ClC=1C=C(C=CC1C(F)(F)F)NC(=O)N1C2CCC1CC=1N=C(N=CC12)O (±)-N-(3-chloro-4-(trifluoromethyl)phenyl)-2-hydroxy-6,7,8,9-tetrahydro-5H-5,8-epimino-cyclohepta[d]pyrimidine-10-carboxamide